O=C1NCC2(CC2)C(C1C(=O)OC)=O Methyl 6,8-dioxo-5-azaspiro[2.5]octane-7-carboxylate